chloro-N,N-dipropylaniline ClC1=C(N(CCC)CCC)C=CC=C1